2-bromo-N-(1H-indazol-5-yl)-2-(3-(trifluoromethyl)phenyl)acetamide BrC(C(=O)NC=1C=C2C=NNC2=CC1)C1=CC(=CC=C1)C(F)(F)F